F[C@]1([C@H](C1)C=C)C(=O)O (1R,2R)-1-fluoro-2-vinylcyclopropane-1-carboxylic acid